C[C@H]1[C@@H](C[C@H]([C@@H](O1)O[C@H](C)CCCCCC[C@H](CC(=O)O)O)O)O The molecule is an (omega-1)-hydroxy fatty acid ascaroside that is ascr#18 in which the pro-R hydrogen that is beta to the carboxy group is replaced by a hydroxy group. It is a metabolite of the nematode Caenorhabditis elegans as well as the sour paste nematode, Panagrellus redivivus. It has a role as a Caenorhabditis elegans metabolite. It is an (omega-1)-hydroxy fatty acid ascaroside, a 3-hydroxy carboxylic acid and a monocarboxylic acid. It derives from an ascr#18 and a (3R,10R)-3,10-dihydroxyundecanoic acid. It is a conjugate acid of a bhas#18(1-).